CS(=O)(=O)C1=CC=C(C=C1)C(CCO)O 1-(4-(methylsulfonyl)phenyl)propane-1,3-diol